methyl (5S,8S,11S)-5-benzyl-8-methyl-3,6,9-trioxo-11-(4-oxo-3,4-di-p-tolylbutyl)-1-phenyl-2-oxa-4,7,10-triazadodecan-12-oate C(C1=CC=CC=C1)[C@H](NC(OCC1=CC=CC=C1)=O)C(N[C@H](C(N[C@H](C(=O)OC)CCC(C(C1=CC=C(C=C1)C)=O)C1=CC=C(C=C1)C)=O)C)=O